FC(C(CCOC)NC(OC(C)(C)C)=O)(F)F tert-butyl (1,1,1-trifluoro-4-methoxybut-2-yl)carbamate